OC(CNC(=O)C=1C=2C[C@@H]3[C@H](C2N(N1)C1=C(C=C(C=C1)F)F)C3)C3=NC=CC=C3 (1aR,5aR)-2-(2,4-Difluoro-phenyl)-1a,2,5,5a-tetrahydro-1H-2,3-diaza-cyclopropa[a]pentalene-4-carboxylic acid (2-hydroxy-2-pyridin-2-yl-ethyl)-amide